(1R,3R,5S,7R)-3,5-dimethyladamantan-1-carboxylic acid C[C@]12CC3(CC(C[C@@](C1)(C3)C)C2)C(=O)O